9'-bromo-2'H-spiro[cyclopropane-1,1'-pyrazino[1,2-b]indazol]-3'(4'H)-one BrC1=CC2=C3N(N=C2C=C1)CC(NC31CC1)=O